palmitoleic acid-d14 [2H]C([2H])(C=CCCCCCC)C([2H])([2H])C([2H])([2H])C([2H])([2H])C([2H])([2H])C([2H])([2H])C([2H])([2H])C(=O)O